C(C)(C)(C)N\C=C/1\C(OC2=C(C1=O)C=CC=C2)CC2=CN=C(O2)C2CCCCC2 (Z)-3-((tert-butylamino)methylene)-2-((2-cyclohexyloxazol-5-yl)methyl)benzopyran-4-one